O=C1NC2=CC=NC=C2C=C1C(=O)O 2-Oxo-1,2-dihydro-1,6-naphthyridine-3-carboxylic acid